C(C)(C)(C)[Si](C1=CC=CC=C1)(C1=CC=CC=C1)OC[C@@H](\C=C/C\C=C/C\C=C/CCCOC1OCCCC1)C tert-butyl(((2R,3Z,6Z,9Z)-2-methyl-13-((tetrahydro-2H-pyran-2-yl)oxy)trideca-3,6,9-trien-1-yl)oxy)diphenylsilane